5-fluoro-1-methyl-1H-pyrazole-4-amide FC1=C(C=NN1C)C(=O)N